FC1=C(C=CC=C1[N+](=O)[O-])CC=1C(OC2=CC(=CC=C2C1CC(=O)O)OC1=NC=CC=N1)=O 2-[3-[(2-Fluoro-3-nitrophenyl)methyl]-2-oxo-7-pyrimidine-2-yloxychromen-4-yl]acetic acid